ClC1=C(C=CC(=C1)Cl)[C@@]1(CN2[C@H](CO1)CN(CC2)C(=O)C2=C(C(=CC=C2)OC)Cl)O [(3R,9aS)-3-(2,4-Dichlorophenyl)-3-hydroxy-1,4,6,7,9,9a-hexahydropyrazino[2,1-c][1,4]oxazin-8-yl]-(2-chloro-3-methoxyphenyl)methanon